C(#N)N1CC(CC1)=CC(=O)N(C)CC1=CC(=C(C=C1)Cl)Cl 2-(1-cyanopyrrolidin-3-ylidene)-N-(3,4-dichlorobenzyl)-N-methylacetamide